4-methyl-4-sulfanylpentane-2-ol CC(CC(C)O)(C)S